N-(1'-(4,5-dimethylthiazol-2-yl)-1',2'-dihydrospiro[cyclopropane-1,3'-pyrrolo[3,2-c]pyridin]-6'-yl)acetamide CC=1N=C(SC1C)N1CC2(C=3C=NC(=CC31)NC(C)=O)CC2